Hexaaza-Triphenylen N1=NN=NC=2C3=NN=CC=C3C3=CC=CC=C3C12